N1N=CC(=C1)C1=CC=C(C=C1)N1CCC(CC1)N1C(CCC1)=O 1-(1-(4-(1H-pyrazol-4-yl)phenyl)piperidin-4-yl)pyrrolidin-2-one